F[C@H]1[C@@H](N2[C@H](C3=CC=C(C=C13)F)CCC2=O)C (5S,6R,10bS)-6,8-difluoro-5-methyl-1,5,6,10b-tetrahydropyrrolo[2,1-a]isoquinolin-3(2H)-one